CC/C=C\C[C@@H](/C=C/C=C\C=C\[C@H](C/C=C\C/C=C\CCC(=O)O)O)O 10s,17s-dihydroxy-4z,7z,11e,13z,15e,19z-docosahexaenoic acid